C(CCCCCCCCCCCCCCCCCCCCC)(=O)N monobehenic acid amide